O[C@@H]1C[C@H](N(C1)C(=O)[C@H](C(C)(C)C)NC(OC(C)(C)C)=O)C(NCC1=NC=C(C=N1)C1=C(N=CS1)C)=O tert-butyl N-[(1S)-1-[(2S,4R)-4-hydroxy-2-[[5-(4-methylthiazol-5-yl)pyrimidin-2-yl]methylcarbamoyl]pyrrolidine-1-carbonyl]-2,2-dimethyl-propyl]carbamate